spermine-d2 N(CCCNCCCCNCCCN)([2H])[2H]